COC=1C(=C(C=CC1)NC1CCOCC1)[N+](=O)[O-] N-(3-Methoxy-2-nitrophenyl)tetrahydro-2H-pyran-4-amine